C(C)(C)(C)C1=CC=C(CNCC2=CC=CC3=CC=CC=C23)C=C1 (4-tert-butylbenzyl)-1-naphthylmethylamine